C(C)(=O)O[C@H]1CC[C@@]2(C3=CC[C@]4([C@](C3=CC[C@H]2C1(C)C)(CC[C@@H]4[C@@H](CCCC(CC)OC(C)=O)C)C)C)C Acetic acid-(7R)-7-[(1R,3aR,5aR,7S,9aS,11aR)-7-acetoxy-3a,6,6,9a,11a-pentamethyl-2,3,3a,5,5a,6,7,8,9,9a,11,11a-dodecahydro-1H-cyclopenta[1,2-a]phenanthrene-1-yl]oct-3-yl ester